tert-butyl 4-(5-amino-6-(cyclopropylmethoxy)-2H-indazol-2-yl)piperidine-1-carboxylate NC1=CC2=CN(N=C2C=C1OCC1CC1)C1CCN(CC1)C(=O)OC(C)(C)C